2-(3-(2-(6-(Difluoromethyl)imidazo[1,2-a]pyrazin-3-yl)pyrimidin-4-yl)phenyl)acetamide FC(C=1N=CC=2N(C1)C(=CN2)C2=NC=CC(=N2)C=2C=C(C=CC2)CC(=O)N)F